2,6-difluoronicotinoyl chloride FC1=C(C(=O)Cl)C=CC(=N1)F